OC1=CC=C(C=C1)C1=CC=C2C=C(NC2=C1)C(=O)O 6-(4-hydroxyphenyl)-1H-indole-2-carboxylic acid